I[N+]1=CN([C@H]2C[C@H](O)[C@@H](CO[Si](C)(C)C(C)(C)C)O2)C=2N=CN=C(C12)N 7-iodo-5'-O-tert-butyldimethylsilyl-2'-deoxyadenosine